4-((2-(2,2-difluoroethoxy)ethyl)(4-(5,6,7,8-tetrahydro-1,8-naphthyridin-2-yl)butyl)amino)-2-(quinazolin-4-ylamino)butanoic acid FC(COCCN(CCC(C(=O)O)NC1=NC=NC2=CC=CC=C12)CCCCC1=NC=2NCCCC2C=C1)F